C(C)(C)(C)OC(=O)N1[C@@H]([C@@H](C[C@H]1CO)O[Si](C)(C)C(C)(C)C)C (2R,3R,5S)-3-[(tert-butyldimethylsilyl)oxy]-5-(hydroxymethyl)-2-methylpyrrolidine-1-carboxylic acid tert-butyl ester